((3R,4R)-4-(3,4-dihydroisoquinoline-2(1H)-yl)-3-hydroxypiperidine-1-yl)methanone C1N(CCC2=CC=CC=C12)[C@H]1[C@@H](CN(CC1)C=O)O